amino-N-(3-((5-chloro-4-(1H-indol-3-yl)pyrimidin-2-yl)amino)phenyl)benzamide NC1=C(C(=O)NC2=CC(=CC=C2)NC2=NC=C(C(=N2)C2=CNC3=CC=CC=C23)Cl)C=CC=C1